OCC(C)(C)N1N=C(C=C1)C#N 1-(2-hydroxy-1,1-dimethyl-ethyl)pyrazole-3-carbonitrile